3,5-dimethyl-1,2,4-thiadiazole CC1=NSC(=N1)C